NC1=NN(C2=C(C=C(C(=C12)OC1=C(C=CC(=C1)F)Cl)NC(C1=CC(=CC(=C1)C(F)(F)F)F)=O)Br)CCOC1OCCCC1 N-[3-amino-7-bromo-4-(2-chloro-5-fluorophenoxy)-1-[2-(oxan-2-yloxy)ethyl]indazol-5-yl]-3-fluoro-5-(trifluoromethyl)benzamide